2-(4-(4-cyanophenyl)-2,5-dioxo-1-(3-(trifluoromethyl)phenyl)-1,2,5,6,7,8-hexahydropyrido[4,3-d]pyrimidin-3(4H)-yl)acetic acid C(#N)C1=CC=C(C=C1)C1C2=C(N(C(N1CC(=O)O)=O)C1=CC(=CC=C1)C(F)(F)F)CCNC2=O